1-(9-ethyl-6-morpholino-8-(pyridin-4-yl)-9H-purin-2-yl)-3-phenyl-1H-pyrazole-5-carboxylic acid C(C)N1C2=NC(=NC(=C2N=C1C1=CC=NC=C1)N1CCOCC1)N1N=C(C=C1C(=O)O)C1=CC=CC=C1